[Cl-].[Cl-].C(C)C1(C(=CC=C1)CC)[Ti+2]C1(C(=CC=C1)CC)CC bis(1,2-diethylcyclopentadienyl)titanium dichloride